N-(2-chloro-3-((3,4-dihydro-2H-pyrimido[1,2-c]quinazolin-10-yl)oxy)phenyl)-3-fluoropropane-1-sulfonamide ClC1=C(C=CC=C1OC1=CC=2C=3N(C=NC2C=C1)CCCN3)NS(=O)(=O)CCCF